C12CN(CC(N1)C2)C=2C(=C1CN(C(C1=CC2F)=O)C2C(NC(CC2)=O)=O)F 3-(5-(3,6-diazabicyclo[3.1.1]heptan-3-yl)-4,6-difluoro-1-oxoisoindolin-2-yl)piperidine-2,6-dione